FC=1C=C(C=CC1OC1COC1)C(C)=O 1-(3-fluoro-4-(oxetan-3-yloxy)phenyl)ethan-1-one